C(CCCCCCCCCCCCCCCCCCCCC)C1=C(C#N)C(=CC(=C1)C)C behenyl-4,6-dimethylbenzonitrile